ClC(C(=O)[O-])(F)F.[Na+] Sodium 2-chloro-2,2-difluoro-acetate